(S)-1-benzyl-N-(8-(3-hydroxy-3-methylbut-1-yn-1-yl)-5-methyl-4-oxo-2,3,4,5-tetrahydrobenzo[b][1,4]oxazepin-3-yl)-1H-1,2,4-triazole-3-carboxamide C(C1=CC=CC=C1)N1N=C(N=C1)C(=O)N[C@@H]1C(N(C2=C(OC1)C=C(C=C2)C#CC(C)(C)O)C)=O